(1s,4s)-4-(2-(oxepan-4-ylamino)-8-(2,4,6-trifluorophenylamino)-9H-purin-9-yl)cyclohexanecarboxamide O1CC[C@H](CCC1)NC1=NC=C2N=C(N(C2=N1)C1CCC(CC1)C(=O)N)NC1=C(C=C(C=C1F)F)F